BrC=1C=CC(=NC1CC1CCC1)N 5-bromo-6-(cyclobutylmethyl)pyridin-2-amine